3-(2-(methoxycarbonyl)chroman-6-yl)prop-2-yn-1-yl 3,4-dihydroisoquinoline-2(1H)-carboxylate C1N(CCC2=CC=CC=C12)C(=O)OCC#CC=1C=C2CCC(OC2=CC1)C(=O)OC